C(C(=O)[O-])(=O)OC1(CCC1)N(C)C dimethylaminocyclobutyl oxalate